N-(4-amino-5-(6-methoxypyrimidin-4-yl)pyridin-2-yl)acetamide hydrochloride Cl.NC1=CC(=NC=C1C1=NC=NC(=C1)OC)NC(C)=O